N[C@H]1CS(C2=C(N(C1=O)CC1=CC=C(C=C1)Cl)C=C(C(=C2)F)C=2OC(=NN2)C(CCCN(C)C)(C)C)(=O)=O (3R)-3-amino-5-[(4-chlorophenyl)methyl]-7-[5-[4-(dimethylamino)-1,1-dimethyl-butyl]-1,3,4-oxadiazol-2-yl]-8-fluoro-1,1-dioxo-2,3-dihydro-1lambda6,5-benzothiazepin-4-one